1-(5-((2,3-dichlorophenyl)thio)-6-methylpyrazin-2-yl)-4-aminomethyl-4-methylpiperidine ClC1=C(C=CC=C1Cl)SC=1N=CC(=NC1C)N1CCC(CC1)(C)CN